(P)-3-chloro-4-((3-fluoro-5-methylpyridin-2-yl)methoxy)-2'-(2-(2-hydroxypropan-2-yl)pyrimidin-4-yl)-5',6-dimethyl-2H-[1,4'-bipyridin]-2-one ClC=1C(N(C(=CC1OCC1=NC=C(C=C1F)C)C)C1=CC(=NC=C1C)C1=NC(=NC=C1)C(C)(C)O)=O